NCC(C(=O)N[C@H](CO)CC1=CN=CN1C)(C)C (S)-3-Amino-N-(1-Hydroxy-3-(1-methyl-1H-imidazol-5-yl)propan-2-yl)-2,2-dimethylpropanamid